C(C1=CC=CC=C1)N1C(=NC2=C1C=CC=C2)Br 1-benzyl-2-bromo-1H-benzo[d]imidazole